(S)-1-(3-fluoro-4-(((6-(3-methylpiperazin-1-yl)pyridin-2-yl)oxy)methyl)-phenyl)ethan-1-one FC=1C=C(C=CC1COC1=NC(=CC=C1)N1C[C@@H](NCC1)C)C(C)=O